C(#N)CC1=CC=C(C#N)C=C1 4-(cyanomethyl)benzonitrile